tetradecenyl-potassium C(=CCCCCCCCCCCCC)[K]